BrC=1SC2=C3C(CCCOC13)=C(NC2=O)C2OC2 1-bromo-5-(oxiran-2-yl)-4,6,7,8-tetrahydro-3H-9-oxa-2-thia-4-azabenzo[cd]azulen-3-one